tert-butyl (Z)-6-((((1-aminoethylidene)amino)oxy)carbonyl)-3,4-dihydroisoquinoline-2(1H)-carboxylate N\C(\C)=N/OC(=O)C=1C=C2CCN(CC2=CC1)C(=O)OC(C)(C)C